C(#N)C1(CC1)NC(=O)C=1N=NC(=C(C1)C)N1CC=2C=C(C=NC2CC1)C(F)(F)F N-(1-cyanocyclopropyl)-5-methyl-6-(3-(trifluoromethyl)-7,8-dihydro-1,6-naphthyridin-6(5H)-yl)pyridazine-3-carboxamide